(3-chloro-6-fluorobenzo[b]thiophen-2-yl)(2,4-dimethylphenyl)methanone ClC=1C2=C(SC1C(=O)C1=C(C=C(C=C1)C)C)C=C(C=C2)F